5-(2-(4-acryloyl-3,4-dihydro-2H-benzo[b][1,4]oxazin-6-ylamino)-5-fluoropyrimidin-4-ylamino)indolin-2-one C(C=C)(=O)N1C2=C(OCC1)C=CC(=C2)NC2=NC=C(C(=N2)NC=2C=C1CC(NC1=CC2)=O)F